N-(3-(3-fluoro-5-(trifluoromethyl)phenyl)propyl)-6-methyl-2-(trifluoromethyl)thieno[2,3-d]pyrimidin-4-amine FC=1C=C(C=C(C1)C(F)(F)F)CCCNC=1C2=C(N=C(N1)C(F)(F)F)SC(=C2)C